5-(2-amino-[1,2,4]triazolo[1,5-a]pyridin-7-yl)-N-(3,5-difluoro-2-(oxetan-3-yloxy)benzyl)-2-methoxynicotinamide NC1=NN2C(C=C(C=C2)C=2C=NC(=C(C(=O)NCC3=C(C(=CC(=C3)F)F)OC3COC3)C2)OC)=N1